(R)-6-(3-(1-acetyl-4-acryloylpiperazin-2-yl)-5-chlorophenyl)-N-methylpyridazine-4-carboxamide C(C)(=O)N1[C@@H](CN(CC1)C(C=C)=O)C=1C=C(C=C(C1)Cl)C1=CC(=CN=N1)C(=O)NC